4-(1-Hydroxyethyl)-N,N-dimethyl-1H-imidazole-1-sulfonamide OC(C)C=1N=CN(C1)S(=O)(=O)N(C)C